(S)-N2-[1-(4-fluorophenyl)ethyl]-4-methyl-N6-(pyrazin-2-yl)pyridine-2,6-diamine FC1=CC=C(C=C1)[C@H](C)NC1=NC(=CC(=C1)C)NC1=NC=CN=C1